N-(4-((2-(2,4-difluorophenyl)pyridin-4-yl)amino)-7-(3-(4-methylpiperazin-1-yl)propoxy)quinazolin-6-yl)acrylamide FC1=C(C=CC(=C1)F)C1=NC=CC(=C1)NC1=NC=NC2=CC(=C(C=C12)NC(C=C)=O)OCCCN1CCN(CC1)C